C(C)(C)(C)OC(=O)N1CC(CCC1)C=1C=NC(=CC1)OC 3-(6-methoxypyridin-3-yl)piperidine-1-carboxylic acid tert-butyl ester